tert-Butyl (4R)-4-[(1S)-1-(cyclopropylmethyl)-5-[6-(4-methoxy-1,1-dimethyl-butyl)-5-methyl-pyrrolo[2,3-b]pyrazin-3-yl]-5-oxo-pentyl]-2,2-dimethyl-oxazolidine-3-carboxylate C1(CC1)C[C@H](CCCC(=O)C1=CN=C2C(=N1)N(C(=C2)C(CCCOC)(C)C)C)[C@H]2N(C(OC2)(C)C)C(=O)OC(C)(C)C